C(C)(C)(C)OC(=O)N([C@H](C(=O)N[C@H](C(=O)N1[C@@H](CC[C@@H]1C=1OC(=CC1)C)C(=O)OCC1=CC=CC=C1)C(C)C)C)C (2S,5R)-benzyl 1-((S)-2-((S)-2-(tert-butoxycarbonyl(methyl)amino)propanamido)-3-methylbutanoyl)-5-(5-methylfuran-2-yl)pyrrolidine-2-carboxylate